2-[[4-(trifluoromethylsulfonyl)phenyl]methyl]-2,6-diazaspiro[3.3]heptane FC(S(=O)(=O)C1=CC=C(C=C1)CN1CC2(C1)CNC2)(F)F